[I-].F[N+](C(C(=C(C(F)(F)F)C(F)(F)F)F)(F)F)(C(C(C(C(C(C(C(F)(F)F)(F)F)(F)F)(F)F)(F)F)(F)F)(F)F)F perfluoroheptyl-dimethylallyl-ammonium iodide